C(CCCCCCCCCCCCCCCCCCC)(=O)OCCCCCCCC\C=C/C\C=C/CCCCC linoleyl arachidate